N-nitronitroaniline aluminum hydroxylamine salt NO.[Al].[N+](=O)([O-])N(C1=CC=CC=C1)[N+](=O)[O-]